C(CCCCCCC\C=C/C\C=C/CCCCC)(=O)OCC(COC(CCC(OCCCCCCCC)OCCCCCCCC)=O)COC(=O)OCCCN1CCCC1 3-((4,4-bis(octyloxy)butanoyl)oxy)-2-((((3-(pyrrolidin-1-yl)propoxy)carbonyl)oxy)methyl)propyl (9Z,12Z)-octadeca-9,12-dienoate